BrC1=CC(=C2C(CCO2)=C1C#N)C1=CC=C(C=C1)OC(F)(F)F 5-bromo-7-(4-(trifluoromethoxy)phenyl)-2,3-dihydrobenzofuran-4-carbonitrile